C(C)N1[C@@H](C2=CC=CC(C3=CN4C=CN=C4C(OC4CCCN(CCNC1=O)C4)=N3)=C2)C (7R)-8-ethyl-7-methyl-18-oxa-8,10,13,21,24,26-hexaazapentacyclo[17.6.1.1~2,6~.1~13,17~.0~20,24~]octacosa-1(25),2(28),3,5,19(26),20,22-heptaen-9-one